3-Chloro-4-methoxy-6-(5-methyl-1-(piperidin-4-yl)-1H-pyrazol-4-yl)pyrazolo[1,5-a]pyridine ClC=1C=NN2C1C(=CC(=C2)C=2C=NN(C2C)C2CCNCC2)OC